4-(1-(2-ethyl-4-fluorophenyl)-3-methyl-4,5-dihydro-2H-benzo[e]isoindol-2-yl)phenol C(C)C1=C(C=CC(=C1)F)C=1N(C(=C2CCC3=C(C12)C=CC=C3)C)C3=CC=C(C=C3)O